6-methoxy-2-methyl-N-[1-[[(3S)-3-piperidyl]methyl]pyrazolo[3,4-d]pyrimidin-6-yl]-3,4-dihydro-1H-isoquinolin-7-amine COC=1C=C2CCN(CC2=CC1NC1=NC=C2C(=N1)N(N=C2)C[C@@H]2CNCCC2)C